([(cyclobutylcarbonyl)amino]methyl)-N-{1-[4-(trifluoromethyl)phenyl]-1H-indazol-4-yl}benzamide C1(CCC1)C(=O)NCC1=C(C(=O)NC2=C3C=NN(C3=CC=C2)C2=CC=C(C=C2)C(F)(F)F)C=CC=C1